C[S+](C1=CC=C(C2=CC=CC(=C12)O)O)C dimethyl-4,8-dihydroxynaphthyl-sulfonium